C(C1=CC=CC=C1)(=O)[O-].[Sn+4].C(C1=CC=CC=C1)(=O)[O-].C(C1=CC=CC=C1)(=O)[O-].C(C1=CC=CC=C1)(=O)[O-] tin benzoate